6-(2-hydroxyethoxy)coumarin OCCOC=1C=C2C=CC(OC2=CC1)=O